2-(6'-bromo-2-methyl-1',3'-dioxospiro[cyclopropane-1,4'-isoquinoline]-2'-yl)-N-(5-fluoropyrimidin-2-yl)acetamide BrC=1C=C2C3(C(N(C(C2=CC1)=O)CC(=O)NC1=NC=C(C=N1)F)=O)C(C3)C